rel-(2R,3S,4S,5R)-4-[[3-[3-(difluoromethyl)-4-fluoro-2-methoxy-phenyl]-4,5-dimethyl-5-(trifluoromethyl)tetrahydrofuran-2-carbonyl]amino]pyridine-2-carboxamide FC(C=1C(=C(C=CC1F)[C@H]1[C@@H](O[C@]([C@H]1C)(C(F)(F)F)C)C(=O)NC1=CC(=NC=C1)C(=O)N)OC)F |o1:9,10,12,13|